4-(5-acryloyl-1,5-diazocan-1-yl)-7-(2-aminobenzo[d]thiazol-4-yl)-6-fluoro-1-(2-isopropyl-4-methyl-pyridin-3-yl)pyrido[2,3-d]pyrimidin-2(1H)-one C(C=C)(=O)N1CCCN(CCC1)C=1C2=C(N(C(N1)=O)C=1C(=NC=CC1C)C(C)C)N=C(C(=C2)F)C2=CC=CC1=C2N=C(S1)N